3-(5-cyclopropyl-4-(1-methyl-1H-pyrazol-3-yl)isoxazol-3-yl)-1-methyl-1H-pyrazolo[4,3-c]pyridin-4-amine C1(CC1)C1=C(C(=NO1)C1=NN(C2=C1C(=NC=C2)N)C)C2=NN(C=C2)C